n-alpha-acetyllysine CC(=O)NC(CCCCN)C(=O)O